CC1=CC=C(C=C1)S(=O)(=O)OC[C@@H](C)O (2R)-1-[(4-methylbenzenesulfonyl)oxy]propan-2-ol